2-(9H-carbazole-9-yl)-4-(3,11-di-tert-butyl-5,9-dioxo-5,9-dihydro-quino[3,2,1-de]acridine-7-yl)benzonitrile C1=CC=CC=2C3=CC=CC=C3N(C12)C1=C(C#N)C=CC(=C1)C=1C=C2C(C=3C=C(C=CC3N3C2=C(C1)C(C=1C=C(C=CC13)C(C)(C)C)=O)C(C)(C)C)=O